OC1CCC(CC1)[C@@H](C)N1C(=CC=C1)C (R)-1-(1-(4-hydroxycyclohexyl)ethyl)-2-methyl-1H-pyrrole